2-(cyclopropylamino)-1-((3-exo)-3-((4-((5-methyl-1H-pyrazol-3-yl)amino)thieno[2,3-d]pyrimidin-2-yl)amino)-8-azabicyclo[3.2.1]octan-8-yl)ethan-1-one C1(CC1)NCC(=O)N1C2CC(CC1CC2)NC=2N=C(C1=C(N2)SC=C1)NC1=NNC(=C1)C